C12CNCC(CC1)N2C=2SC1=C(CN(CC1)C(CC(C)(C)C)=O)N2 1-(2-(3,8-diazabicyclo[3.2.1]octan-8-yl)-6,7-dihydrothiazolo[4,5-c]pyridin-5(4H)-yl)-3,3-dimethylbutan-1-one